rac-(2S)-2-amino-3-tert-butoxy-propanoic acid N[C@H](C(=O)O)COC(C)(C)C |r|